FC1=CC=C2C=NN3C(C2=C1)=NN=C3C 9-Fluoro-3-methyl-[1,2,4]triazolo[3,4-a]phthalazine